F[B-](F)(F)F.C(C)(=O)NC1=CC=C(C=C1)[S+](C1=CC=CC=C1)C1=CC=CC=C1 4-acetamidophenyldiphenyl-sulfonium tetrafluoroborate